ClC=1SC(=CN1)C[N+]1=C2N(C(C(=C1O)C1=CC(=CC(=C1)C#CC(C)C)OCC)=O)C=CC=C2C 1-[(2-chloro-5-thiazolyl)methyl]-3-[3-ethoxy-5-(3-methyl-1-butyn-1-yl)phenyl]-2-hydroxy-9-methyl-4-oxo-4H-pyrido[1,2-a]pyrimidinium